4-[[3-[4-(cyanomethoxy)-2,3-difluoro-phenyl]imidazo[1,2-a]pyrazin-8-yl]amino]-N-[2-[[(2S)-2,3-diaminopropanoyl]amino]ethyl]-2-ethyl-benzamide formate C(=O)O.C(#N)COC1=C(C(=C(C=C1)C1=CN=C2N1C=CN=C2NC2=CC(=C(C(=O)NCCNC([C@H](CN)N)=O)C=C2)CC)F)F